C[C@@H]1CN(C[C@H](O1)C)C(=O)C1=C(C=C(C=C1)NC(=O)C1CC1)N1CCCC1 N-[4-[(trans)-2,6-dimethylmorpholine-4-carbonyl]-3-pyrrolidin-1-ylphenyl]cyclopropanecarboxamide